methyl (S)-2-((1H-pyrrolo[2,3-b]pyridin-5-yl)oxy)-4-(4-((2-(4-(2,6-difluoro-4-(1-hydroxyethyl)phenyl)thiophen-2-yl)-4,4-dimethylcyclohex-1-en-1-yl)methyl)piperazin-1-yl)benzoate N1C=CC=2C1=NC=C(C2)OC2=C(C(=O)OC)C=CC(=C2)N2CCN(CC2)CC2=C(CC(CC2)(C)C)C=2SC=C(C2)C2=C(C=C(C=C2F)[C@H](C)O)F